N=1C=NN2C1C=C(C=C2)OC2=C(C=C(C=C2)NC=2C1=C(N=CN2)C=C(C(=N1)N1CC(N(CC1)C(=O)[O-])CO)Br)C 4-(4-((4-([1,2,4]triazolo[1,5-a]pyridin-7-yloxy)-3-methylphenyl)amino)-7-bromopyrido[3,2-d]pyrimidin-6-yl)-2-(hydroxymethyl)piperazine-1-carboxylate